FC(C(=O)O)(F)F.N1=CC=C(C=C1)NCC(=O)O pyridin-4-ylglycine trifluoroacetate